ClC1=CC=C(C=C1)N(C(=O)C1=NC(=CN=C1)C1=CC=C(C=C1)C1CCCCC1)C N-(4-chlorophenyl)-6-(4-cyclohexylphenyl)-N-methylpyrazine-2-carboxamide